CC(C)(C)[S@@](=O)N[C@@H]1C2=CC=CC=C2N(C12CCNCC2)C (R)-2-methyl-N-((R)-1-methyl-spiro[indoline-2,4'-piperidin]-3-yl)propane-2-sulfinamide